N-(3-fluoro-5-(5-((1R,2S)-2-fluorocyclopropyl)-1,2,4-oxadiazol-3-yl)-2-methylphenyl)-6-morpholinoimidazo[1,2-a]pyridine-3-carboxamide FC=1C(=C(C=C(C1)C1=NOC(=N1)[C@@H]1[C@H](C1)F)NC(=O)C1=CN=C2N1C=C(C=C2)N2CCOCC2)C